2-chloro-6-(tri-fluoromethyl)-nicotinonitrile ClC1=C(C#N)C=CC(=N1)C(F)(F)F